OC12C(C=3C=CSC3N=C2N(CC1)C1=CC=C(C=C1)N1CCOCC1)=O 9-Hydroxy-12-[4-(morpholin-4-yl)phenyl]-4-thia-2,12-diazatricyclo[7.3.0.03,7]dodeca-1,3(7),5-triene-8-on